S(SCCN1CCC(CC1)CCO)CCN1CCC(CC1)CCO 2,2'-((disulfanediylbis(ethane-2,1-diyl))bis(piperidine-1,4-diyl))bis(ethane-1-ol)